C(C)(C)(C)OC(=O)N1C(CC=CC1)C1=CC(=C(C=C1)C(=O)OC)[N+](=O)[O-] (4-(methoxycarbonyl)-3-nitrophenyl)-3,6-dihydropyridine-1(2H)-carboxylic acid tert-butyl ester